2-Chloro-N-[1-(4-chlorophenyl)-1H-indazol-4-yl]-5-{[(3,3-dimethylbutanoyl)amino]methyl}benzamide ClC1=C(C(=O)NC2=C3C=NN(C3=CC=C2)C2=CC=C(C=C2)Cl)C=C(C=C1)CNC(CC(C)(C)C)=O